2-(4-chloro-2-fluorophenyl)-3-(3-methylpyridin-4-yl)-6,7-dihydropyrazolo[1,5-a]pyrazin ClC1=CC(=C(C=C1)C1=NN2C(C=NCC2)=C1C1=C(C=NC=C1)C)F